(S)-N-[1-(6-chloropyridazin-3-yl)pyrrolidin-3-yl]-4-(furo[3,2-c]pyridin-4-yl)benzamide ClC1=CC=C(N=N1)N1C[C@H](CC1)NC(C1=CC=C(C=C1)C1=NC=CC2=C1C=CO2)=O